6-(1-((1,5-dimethyl-1H-pyrazol-4-yl)sulfonyl)piperidin-4-yl)-N,N-dimethyl-[1,2,4]triazolo[1,5-a]pyridine-7-carboxamide CN1N=CC(=C1C)S(=O)(=O)N1CCC(CC1)C=1C(=CC=2N(C1)N=CN2)C(=O)N(C)C